2-((1-isopropyl-6-nitro-2-oxo-1,2-dihydro-1,8-naphthyridin-3-yl)oxy)-N-methylacetamide C(C)(C)N1C(C(=CC2=CC(=CN=C12)[N+](=O)[O-])OCC(=O)NC)=O